N1(CCCCC1)CCOC1=CC=CC=N1 6-(2-(piperidin-1-yl)ethoxy)pyridin